COC1=CC=C(C=N1)C1=NC(=CC(=C1)N1[C@@H]([C@H](C1)CS(=O)(=O)C)C)N1N=CC=2C(=NC(=CC21)C=2C=NC=CC2OC)C 1-(6'-Methoxy-4-((2R,3S)-2-methyl-3-((methylsulfonyl)methyl)azetidin-1-yl)-[2,3'-bipyridin]-6-yl)-6-(4-methoxypyridin-3-yl)-4-methyl-1H-pyrazolo[4,3-c]pyridine